F[C@H]1C[C@H]2[C@@H]3C[C@H]([C@H](C(CO)=O)[C@]3(C[C@@H]([C@@]2([C@]2(C=CC(C=C12)=O)C)Cl)O)C)C 6α-fluoro-9α-chloro-11β,21-dihydroxy-16α-methyl-pregna-1,4-diene-3,20-dione